Cl.O1CCN(CC1)CC1OCCN2N=C3C=CC=CC3=C21 1-(morpholinomethyl)-3,4-dihydro-1H-[1,4]oxazino[4,3-b]indazole hydrogen chloride salt